(S)-1-(2-((2-(4-bromo-2,6-difluorophenyl)-5-chloro-7-fluoro-1H-benzo[d]imidazol-1-yl)methyl)morpholino)ethan-1-one BrC1=CC(=C(C(=C1)F)C1=NC2=C(N1C[C@@H]1OCCN(C1)C(C)=O)C(=CC(=C2)Cl)F)F